The molecule is an acyl-CoA that results from the formal condensation of the thiol group of coenzyme A with the carboxy group of 2,5-dihydroxybenzoic acid. It derives from a 2,5-dihydroxybenzoic acid. It is a conjugate acid of a 2,5-dihydroxybenzoyl-CoA(4-). CC(C)(COP(=O)(O)OP(=O)(O)OC[C@@H]1[C@H]([C@H]([C@@H](O1)N2C=NC3=C(N=CN=C32)N)O)OP(=O)(O)O)[C@H](C(=O)NCCC(=O)NCCSC(=O)C4=C(C=CC(=C4)O)O)O